CSC1=C(C=CC=C1)C1=CC2=C(C=C1)N1C(OC3=C(C1=O)C=CC=C3)=N2 8-(2-methylsulfanylphenyl)benzimidazolo[2,1-b][1,3]benzoxazin-12-one